N(=[N+]=[N-])C1=NC(=NN1N)[N+](=O)[O-] 5-azido-3-nitro-1,2,4-triazol-1-amine